NC1=NC=NC=2N(C3=CC=C(C=C3C21)C(F)(F)F)CC(=O)OC2=C(C(=C(C(=C2F)F)F)F)F perfluorophenyl 2-(4-amino-6-(trifluoromethyl)-9H-pyrimido[4,5-b]indol-9-yl)acetate